CC=1C=C(C=CC1N)C1=CC=C(N)C=C1 3-methylbenzidine